(3-(4-cyanophenyl)prop-2-yn-1-yl)(phenyl)aminothiocarbonyl fluoride C(#N)C1=CC=C(C=C1)C#CCN(C(=S)F)C1=CC=CC=C1